CCCCCC1CCC(CC1)C2CCC(CC2)C3=CC=C(C=C3)Br 1-bromo-4-[(trans,trans)-4'-pentyl[1,1'-bicyclohexyl]-4-yl]benzene